6-[5-(difluoromethyl)-1,3,4-oxadiazol-2-yl]-2-[(1rs,2rs)-2-hydroxy-1,2-di(pyridin-2-yl)ethyl]-2,3-dihydro-1H-isoindol-1-one FC(C1=NN=C(O1)C1=CC=C2CN(C(C2=C1)=O)[C@@H]([C@H](C1=NC=CC=C1)O)C1=NC=CC=C1)F |r|